CCC1C(O1)N1COC2=C1C=CC1=CC=CC=C12 (2Z)-3-(4-epoxybutyl)-2H,3H-naphtho[2,1-d][1,3]oxazole